2-((4-oxo-3,4-dihydropyrido[2,3-d]pyrimidin-2-yl)methyl)isoindoline-1,3-dione O=C1C2=C(N=C(N1)CN1C(C3=CC=CC=C3C1=O)=O)N=CC=C2